FC1=C(C(NC(N1[C@H]1[C@@H](O)[C@H](O)[C@H](O1)CO)=O)=O)C fluoro-5-methyl-1-beta-D-arabinofuranosyluracil